C(C)(C)(C)C1=CC=C(C(=O)[O-])C=C1.C(C)(C)(C)C1=CC=C(C(=O)[O-])C=C1.[Al+2] aluminum bis(4-tert-butylbenzoate)